FC(S(=O)(=O)NS(=O)(=O)C(F)(F)F)(F)F 1,1,1-trifluoro-N-(trifluoromethanesulfonyl)-methanesulfonamide